2,7-di-tert-butyl-9-(2-((tetrahydro-2H-pyran-2-yl)oxy)-3-(4,4,5,5-tetramethyl-1,3,2-dioxaborolan-2-yl)-5-(2,4,4-trimethylpentan-2-yl)phenyl)-9H-carbazole C(C)(C)(C)C1=CC=2N(C3=CC(=CC=C3C2C=C1)C(C)(C)C)C1=C(C(=CC(=C1)C(C)(CC(C)(C)C)C)B1OC(C(O1)(C)C)(C)C)OC1OCCCC1